C(C)OC(=O)C1=C(NC(=C(C1)C(=O)OCC)C)C 2,6-dimethyl-1,4-dihydro-3,5-pyridinedicarboxylic acid diethyl ester